benzyl-7-chloro-5,10-dihydro-11H-dibenzo[b,e][1,4]diazepin-11-one C(C1=CC=CC=C1)C1=CC=CC=2NC3=C(NC(C21)=O)C=CC(=C3)Cl